ClC1=C(C=CC(=C1)OC1=CC=CC=C1)C(=O)C1=CNC2=NC=C3C(=C21)NC(=N3)[C@@H](CO)C (S)-(2-chloro-4-phenoxyphenyl)(2-(1-hydroxypropan-2-yl)-1,6-dihydroimidazo[4,5-d]Pyrrolo[2,3-b]Pyridin-8-yl)methanone